(2,6-di-iso-butyl-1,4-phenylen)ether C(C(C)C)C1=C2C(=CC(=C1)O2)CC(C)C